[Pb].C(C)(=O)O.C(C)(=O)O.C(C)(=O)O.C(C)(=O)O Tetraacetic acid lead